C(C1=CC=CC=C1)N1N=CC2=CC=C(C=C12)C=1C(=CC(N(C1)C)=O)O[C@@H]1CC[C@H](CC1)CNS(=O)=O trans-N-(4-((5-(1-benzyl-1H-indazol-6-yl)-1-methyl-2-oxo-1,2-dihydropyridin-4-yl)oxy)cyclohexyl)methylsulfonamide